4-(benzenesulfonyl)-8b-(trifluoromethyl)-3,3a,4,8b-tetrahydro-2H-furo[3,2-b]indole-3-carboxylic acid tert-butyl ester C(C)(C)(C)OC(=O)C1COC2(C1N(C=1C=CC=CC21)S(=O)(=O)C2=CC=CC=C2)C(F)(F)F